trifluoromethyl-phenylbenzoyl chloride FC(F)(F)C=1C(=C(C(=O)Cl)C=CC1)C1=CC=CC=C1